C(C1=CC=CC=C1)N1N=C2C(N(CCC2=C1Cl)[C@@H]1C(N(C2=C(OC1)C=C1C(=C2)N=C(O1)C(C)(C)C)C)=O)=O (S)-7-(2-benzyl-3-chloro-7-oxo-2,4,5,7-tetrahydro-6H-pyrazolo[3,4-c]pyridin-6-yl)-2-(tert-butyl)-5-methyl-7,8-dihydrooxazolo[4',5':4,5]benzo[1,2-b][1,4]oxazepin-6(5H)-one